(3-methylpyridin-2-yl)-3,9-diazaspiro[5.5]undecane-3-carboxylate CC=1C(=NC=CC1)OC(=O)N1CCC2(CC1)CCNCC2